C(#N)C1=C(C=C(C=C1)NC(C(C)(N1N=CC(=C1)C1CCN(CC1)C1C[C@@H]2[C@@H](CNC2)C1)C)=O)C(F)(F)F N-(4-cyano-3-(trifluoromethyl)phenyl)-2-methyl-2-(4-(1-((3aR,6aS)-octahydrocyclopenta[c]pyrrol-5-yl)piperidin-4-yl)-1H-pyrazol-1-yl)propanamide